6-(hydroxy(phenyl)methyl)-2-(3-(3-((4-methyl-4H-1,2,4-triazol-3-yl)methyl)oxetan-3-yl)phenyl)-4-(trifluoromethyl)isoindolin-1-one OC(C1=CC(=C2CN(C(C2=C1)=O)C1=CC(=CC=C1)C1(COC1)CC1=NN=CN1C)C(F)(F)F)C1=CC=CC=C1